NC1=NC=CC2=C(C=CC=C12)C=1C=C2C(=CN(C2=CC1)C1COCC1)C#CC1=C(C=CC=C1)CC(=O)O (2-((5-(1-aminoisoquinolin-5-yl)-1-(tetrahydrofuran-3-yl)-1H-indol-3-yl)ethynyl)phenyl)acetic acid